CC1(C=CC=C1)[Ni]C1(C=CC=C1)C di(methylcyclopentadienyl)nickel